FC1(CCC(CC1)=C1C(NC2=C(C=CC=C12)C(F)(F)F)=O)F 3-(4,4-difluorocyclohexylidene)-7-(trifluoromethyl)indolin-2-one